C1=C(C=CC2=CC=CC=C12)C(=O)N1[C@@H](CCC1)C(=O)O.OC1=C2CC[C@@H](CC2=CC=C1)NCCC (S)-5-hydroxy-N-propyl-1,2,3,4-tetrahydronaphthalen-2-amine, (2-naphthoyl)-L-prolinate salt